2-(2-cyanoprop-2-yl)-N-(6-(7-((4-methoxybenzyl)(methyl)amino)-1,6-naphthyridin-3-yl)pyridazin-4-yl)isonicotinamide C(#N)C(C)(C)C=1C=C(C(=O)NC2=CN=NC(=C2)C=2C=NC3=CC(=NC=C3C2)N(C)CC2=CC=C(C=C2)OC)C=CN1